NC1CCN(CC1)C1=CC=C(C=N1)C=1C=2N(C=C(C1)C=1CCOCC1)N=CC2C#N 4-(6-(4-aminopiperidin-1-yl)pyridin-3-yl)-6-(3,6-dihydro-2H-pyran-4-yl)pyrazolo[1,5-a]pyridine-3-carbonitrile